C(=O)O.NCCOC1CCN(CC1)C(=O)C1=C(C=C(C=C1)NC(=O)C=1N(C(=CN1)C1=C(C(=C(C=C1)OC)F)F)C)Cl N-[4-[4-(2-aminoethoxy)piperidine-1-carbonyl]-3-chloro-phenyl]-5-(2,3-difluoro-4-methoxy-phenyl)-1-methyl-imidazole-2-carboxamide formate